racemic-5-methylpiperazin-2-one hydrochloride Cl.C[C@H]1NCC(NC1)=O |r|